1-[3-(dimethylsilyl)phenyl]-1-phenylethene C[SiH](C=1C=C(C=CC1)C(=C)C1=CC=CC=C1)C